N-(cyclopropylmethyl)pyrrolidin-3-amine tert-butyl-3-oxopyrrolidine-1-carboxylate C(C)(C)(C)OC(=O)N1CC(CC1)=O.C1(CC1)CNC1CNCC1